NC(CC[C@@H](C1=CC(=CC=C1)N1CCN(CC1)C)NC(=O)N1CC2=CC=CC(=C2CC1)C1=CC=C(C=C1)C(F)(F)F)=O (S)-N-(4-amino-1-(3-(4-methylpiperazin-1-yl)phenyl)-4-oxobutyl)-5-(4-(trifluoromethyl)phenyl)-3,4-dihydroisoquinoline-2(1H)-carboxamide